COC1=C(C=CC(=C1)OC)NC(=O)C1C(C2=CC=C(C=C2C1=O)S(=O)(=O)C=1C=C2C(C(C(C2=CC1)=O)C(NC1=C(C=C(C=C1)OC)OC)=O)=O)=O N-(2,4-dimethoxyphenyl)-5-({2-[(2,4-dimethoxyphenyl)carbamoyl]-1,3-dioxo-2,3-dihydro-1H-inden-5-yl}sulfonyl)-1,3-dioxo-2,3-dihydro-1H-indene-2-carboxamide